3-[6-[4-[2-(4-aminocyclohexyl)ethyl]piperazin-1-yl]-1-methyl-indazol-3-yl]piperidine-2,6-dione NC1CCC(CC1)CCN1CCN(CC1)C1=CC=C2C(=NN(C2=C1)C)C1C(NC(CC1)=O)=O